C(C)(C)(C)N(C(O)=O)[C@@H]1C(CN(CC1)C(=O)[C@]12C[C@]3(C[C@](C[C@@H](C1)C3)(C2)C2=CC=CC=C2)C)(C)C.NCC[C@H]2CN(CC2)C(=O)OC(C)(C)C (R)-3-aminoethyl-1-Boc-pyrrolidine tert-butyl-((S)-3,3-dimethyl-1-((1S,3R,5R,7S)-3-methyl-5-phenyladamantane-1-carbonyl)piperidin-4-yl)carbamate